C(C)OC1=CC=2N(C=C1NC(=O)N1CCC=3C1=NC=CC3N3C[C@@H](N([C@@H](C3)C)C(=O)OC(C)(C)C)C)N=C(N2)C tert-butyl (2S,6R)-4-(1-((7-ethoxy-2-methyl-[1,2,4]triazolo[1,5-a]pyridin-6-yl)carbamoyl)-2,3-dihydro-1H-pyrrolo[2,3-b]pyridin-4-yl)-2,6-dimethylpiperazine-1-carboxylate